5-chloro-4-(4-phenylindan-1-yl)oxy-2-(3-pyridylmethoxy)benzaldehyde ClC=1C(=CC(=C(C=O)C1)OCC=1C=NC=CC1)OC1CCC2=C(C=CC=C12)C1=CC=CC=C1